OC1=CC=C(C=C1)C1(C=C(CCC1)C1=CC=CC=C1)C1=CC=C(C=C1)O 1,1-Bis(4-hydroxyphenyl)3-phenylcyclohexaneN